[Cl-].OCC[NH+](CC)CC 2-hydroxy-N,N-diethylethylammonium chloride